(2R)-2-{[(1,2,3,5,6,7-hexahydro-s-indacen-4-yl)carbamoyl]amino}-3-(pyridin-3-yl)propanoic acid C1CCC2=C(C=3CCCC3C=C12)NC(=O)N[C@@H](C(=O)O)CC=1C=NC=CC1